(Z)-2-(5-methyl-2H-tetrazol-2-yl)-1-phenylethanone CC=1N=NN(N1)CC(=O)C1=CC=CC=C1